cis-N-(8-Amino-6-cyclopropylcinnolin-3-yl)-2-fluorocyclopropanecarboxamide NC=1C=C(C=C2C=C(N=NC12)NC(=O)[C@H]1[C@H](C1)F)C1CC1